P(=O)(OC(OC)OC)(OCC)[O-] dimethoxymethyl ethyl phosphate